COC1=CC=C(CNC=2C(=NC=C(N2)CCNC)C(=O)OC(C)(C)C)C=C1 tert-butyl 3-((4-methoxybenzyl)amino)-5-(2-(methylamino)ethyl)pyrazine-2-carboxylate